C(C=1C(C(=O)O)=CC=CC1)(=O)O.C(C)N(CC)CC triethylamine phthalate salt